BrC=1C=C(C=CC1)C1CCN(CC1)CC=1C=C2C(N(C(C2=CC1)=O)C1C(NC(CC1)=O)=O)=O 5-((4-(3-bromophenyl)piperidin-1-yl)methyl)-2-(2,6-dioxopiperidin-3-yl)isoindoline-1,3-dione